2-cyclopropyl-4-(4-hydroxy-4-(3-(trifluoromethyl)phenyl)piperidin-1-yl)pyrimidine-5-carbonitrile C1(CC1)C1=NC=C(C(=N1)N1CCC(CC1)(C1=CC(=CC=C1)C(F)(F)F)O)C#N